Methyl 3-dimethylaminopropionate Sulfate S(=O)(=O)(O)O.CN(CCC(=O)OC)C